C(CCCCCCC)OC(CCC(=O)OCCCCCCCBr)OCCCCCCCC 7-bromoheptyl 4,4-bis(octyloxy)butanoate